5-tert-butyl-1,3-bis(1-methyl-1-methoxyethyl)benzene C(C)(C)(C)C=1C=C(C=C(C1)C(C)(OC)C)C(C)(C)OC